CSC1=NC=C(C(=N1)NC=1C=C(C=CC1)NC(OC(C)(C)C)=O)CN(C(C)=O)C(C)C1=CC=CC=C1 tert-butyl (3-((2-(methylthio)-5-((N-(1-phenylethyl)acetamido)methyl)pyrimidin-4-yl)amino)phenyl)carbamate